C(C)(=O)C=1C(=NC(=CC1)N1C=NC2=C1C=C(C(=C2)OC)NC=2N=NC(=CC2)C)N2N=C(C=C2C)C#N 1-[3-acetyl-6-[5-methoxy-6-[(6-methylpyridazin-3-yl)amino]benzimidazol-1-yl]-2-pyridinyl]-5-methyl-pyrazole-3-carbonitrile